N-allyl-2-((5-chloro-2-fluoro-4-iodophenyl)amino)-3,4-difluoro-5-((3-fluoro-2-((N-methylaminosulfonyl)amino)pyridin-4-yl)methyl)benzamide C(C=C)NC(C1=C(C(=C(C(=C1)CC1=C(C(=NC=C1)NS(=O)(=O)NC)F)F)F)NC1=C(C=C(C(=C1)Cl)I)F)=O